Nonafluoro-1-ethoxy-butane FC(C(C(C(OCC)(F)F)(F)F)(F)F)(F)F